NCC1=CC(=C(C=C1)NC(=O)C1=CC2=C(OCCC3=C2SC=C3)C=C1C=1C(=NC(=CC1)C(NCCC)=O)C(=O)OC)OCCCCC(=O)OCC methyl 3-(9-((4-(aminomethyl)-2-((5-ethoxy-5-oxopentyl)oxy)phenyl)carbamoyl)-4,5-dihydrobenzo[b]thieno[2,3-d]oxepin-8-yl)-6-(propylcarbamoyl)picolinate